6-methylimidazo[1,2-a]pyrimidine-2-carbaldehyde CC=1C=NC=2N(C1)C=C(N2)C=O